5-(5-chloro-2-methoxyphenyl)pyridin-2-amine ClC=1C=CC(=C(C1)C=1C=CC(=NC1)N)OC